N1=C(C=CC=2CCCNC12)CCCCN[C@@H](CCO)C(=O)O (4-(5,6,7,8-tetrahydro-1,8-naphthyridin-2-yl)butyl)homoserine